7-(((3S,4S)-3-fluoro-1-methylpiperidin-4-yl)amino)-1,1-dioxido-3-(thiazol-4-yl)benzo[b]thiophen F[C@H]1CN(CC[C@@H]1NC1=CC=CC2=C1S(C=C2C=2N=CSC2)(=O)=O)C